O1C(OC2=C1C=CC(=C2)O)([2H])[2H] benzo[d][1,3]dioxol-2,2-d2-5-ol